FC1=C(C=CC=C1OC)C=1N(C(=CC1C(=O)N)C1=C2C(=NC=C1)NC=C2)COCC[Si](C)(C)C 2-(2-fluoro-3-methoxyphenyl)-5-(1H-pyrrolo[2,3-b]pyridin-4-yl)-1-{[2-(trimethylsilyl)ethoxy]methyl}-1H-pyrrole-3-carboxamide